CC=1C=C(C=C(C1F)C)B(O)O 3,5-DIMETHYL-4-FLUORO-PHENYLBORONIC ACID